dimethyl-(methacryloyloxyethyl)ammonium propanesulfonate C(CC)S(=O)(=O)[O-].C[NH+](CCOC(C(=C)C)=O)C